ClC1=NC=C(C(=N1)N1CC2=C(CC1)SC=C2)Cl 5-(2,5-dichloropyrimidin-4-yl)-4,5,6,7-tetrahydrothieno[3,2-c]pyridine